FC1=CC=C2CCC3(C2=C1)C(C3)C(=O)O 6'-fluoro-2',3'-dihydrospiro[cyclopropane-1,1'-indene]-2-carboxylic acid